C(=CC)N1CC(CC1)C=1C=C(C=C2C=NC=NC12)C1=CC(=C(C(=O)NC2=NC=CC(=C2)C2CC2)C=C1)OC 4-(8-(1-propenylpyrrolidin-3-yl)quinazolin-6-yl)-N-(4-cyclopropylpyridin-2-yl)-2-methoxybenzamide